BrCCC=C(CCCCCCCC)C 1-bromo-4-methyldodec-3-ene